N1=NN(C2=NC=CC=C21)C2=CC(=C(C(=O)N([C@H]1CNCCC1)C1=NC=CC3=CC=CC(=C13)\C=C\CCO)C=C2)F (R,E)-4-(3H-[1,2,3]triazolo[4,5-b]pyridin-3-yl)-2-fluoro-N-(8-(4-hydroxybut-1-en-1-yl)isoquinolin-1-yl)-N-(piperidin-3-yl)benzamide